O=C1C(CC2(OCCO2)CC1)C(=O)OC methyl 8-oxidanylidene-1,4-dioxaspiro[4.5]decane-7-carboxylate